C(C)OCCOCCC(C(=O)O)=C.C(C=C)(=O)OCCOCCOCC ethoxyethoxyethyl acrylate (ethoxyethoxyethyl acrylate)